O1COC2=CC3=C(N=C(S3)NC([C@H](C)N3CCC(CC3)(F)F)=O)C=C21 (S)-N-([1,3]dioxolo[4',5':4,5]benzo[1,2-d]thiazol-6-yl)-2-(4,4-difluoropiperidin-1-yl)propanamide